COC1=CC=C(C=N1)C1=CN(C2=NC=C(C=C21)C2=NN(C=C2)C2CCN(CC2)C)S(=O)(=O)C2=CC=C(C)C=C2 3-(6-methoxypyridin-3-yl)-5-(1-(1-methylpiperidin-4-yl)-1H-pyrazol-3-yl)-1-tosyl-1H-pyrrolo[2,3-b]pyridine